4-(Tert-butyl)-1-(3,5-dichlorophenyl)-2,6,7-trioxabicyclo[2.2.2]octane C(C)(C)(C)C12COC(OC1)(OC2)C2=CC(=CC(=C2)Cl)Cl